CC1=CC=C(C(=O)OC2=C(C(=CC(=C2)Cl)C=NCCC2=CC=CC=C2)OC(C(C)C)=O)C=C1 5-chloro-2-(isobutyryl-oxy)-3-((phenethyl-imino)methyl)phenyl 4-methylbenzoate